COC1=C(C=CC=C1)C(C(C)C)=O (S)-2'-methoxy-2-methylpropiophenone